N-(5-(3-fluorobenzyl)pyridin-2-yl)-[1,2,4]Triazolo[4,3-a]Pyridine-6-carboxamide FC=1C=C(CC=2C=CC(=NC2)NC(=O)C=2C=CC=3N(C2)C=NN3)C=CC1